C1(CCCCC1)CNCCC(C=C)=C 1-cyclohexylmethylamino-3-methylenepent-4-ene